2-(4-cyanophenyl)-N-(2-(dimethylamino)ethyl)-5-phenylOxazole-4-carboxamide C(#N)C1=CC=C(C=C1)C=1OC(=C(N1)C(=O)NCCN(C)C)C1=CC=CC=C1